ClC1=CC=C(C(=N1)C(=O)O)N[C@H](C)C=1C=C(C=C2C(N(C(=NC12)C1(COCC1)C)C)=O)C 6-chloro-3-(((1R)-1-(3,6-dimethyl-2-(3-methyltetrahydrofuran-3-yl)-4-oxo-3,4-dihydroquinazolin-8-yl)ethyl)amino)picolinic acid